Cis-Ethyl 1-(3-benzyloxycyclobutyl)-5-methyl-triazole-4-carboxylate C(C1=CC=CC=C1)O[C@H]1C[C@H](C1)N1N=NC(=C1C)C(=O)OCC